(2S)-2-amino-3-(7-chloro-1-methyl-1H-indol-3-yl)propanoic acid N[C@H](C(=O)O)CC1=CN(C2=C(C=CC=C12)Cl)C